C(C)(C)(C)OC(N(C)C=1C=CC=2N(C1)C(=CN2)C2=CCCCC2)=O (3-(cyclohex-1-en-1-yl)imidazo[1,2-a]pyridin-6-yl)(methyl)carbamic acid tert-butyl ester